The molecule is an acyl-CoA that results from the formal condensation of the thiol group of coenzyme A with the carboxy group of (4-coumaroyl)acetic acid. It is a conjugate acid of a (4-coumaroyl)acetyl-CoA(4-). CC(C)(COP(=O)(O)OP(=O)(O)OC[C@@H]1[C@H]([C@H]([C@@H](O1)N2C=NC3=C(N=CN=C32)N)O)OP(=O)(O)O)[C@H](C(=O)NCCC(=O)NCCSC(=O)CC(=O)/C=C/C4=CC=C(C=C4)O)O